3,7-Dichloro-1-(3-methylpyrazin-2-yl)quinoxaline-2(1H)-on ClC=1C(N(C2=CC(=CC=C2N1)Cl)C1=NC=CN=C1C)=O